NC=1C2=C(C(NN1)=O)N(C=C2C2=CC=C(C=C2)OC2=C(C=CC=C2F)F)[C@H]2CN(CC2)C(C#CC)=O (R)-4-amino-1-(1-(but-2-ynoyl)pyrrolidin-3-yl)-3-(4-(2,6-difluorophenoxy)phenyl)-1H-pyrrolo[2,3-d]pyridazin-7(6H)-one